C(CCC)N1C2=CC=CC=C2SC=2C=CC=CC12 10-butyl-phenothiazine